(S)-N-(1-amino-3-hydroxy-1-oxopropan-2-yl)-2-methyl-5-((6-methylpyridin-3-yl)methoxy)benzofuran-3-carboxamide NC([C@H](CO)NC(=O)C1=C(OC2=C1C=C(C=C2)OCC=2C=NC(=CC2)C)C)=O